NC1=C2C(=NC=N1)N(N=C2C2=CC=C(C=C2)OC2=CC=CC=C2)C2CCN(CC2)CC2=CC(=CN=N2)NC2C(NC(CC2)=O)=O 3-((6-((4-(4-amino-3-(4-phenoxyphenyl)-1H-pyrazolo[3,4-d]pyrimidin-1-yl)piperidin-1-yl)methyl)pyridazin-4-yl)amino)piperidine-2,6-dione